N-Acetylcystin C(C)(=O)N[C@@H](CSSC[C@@H](C(=O)O)N)C(=O)O